4-[5-ethyl-3-(trifluoroethyl)-1H-pyrazol-4-yl]-1,3-benzothiazole C(C)C1=C(C(=NN1)CC(F)(F)F)C1=CC=CC2=C1N=CS2